3,3-difluorocyclobutyl (4-cyclobutyl-5-(3,3-difluorocyclobutyl)-1-methyl-1H-pyrazol-3-yl)carbamate C1(CCC1)C=1C(=NN(C1C1CC(C1)(F)F)C)NC(OC1CC(C1)(F)F)=O